N-((3S,4R)-3-fluoropiperidin-4-yl)-2-iodo-1-(2,2,2-trifluoroethyl)-1H-indol-4-amine F[C@H]1CNCC[C@H]1NC=1C=2C=C(N(C2C=CC1)CC(F)(F)F)I